7-(8-methoxy-2-methyl-imidazo[1,2-b]pyridazin-6-yl)-2-[(7S)-4-azaspiro[2.5]oct-7-yl]thiazolo[3,2-a]pyrimidin-5-one COC=1C=2N(N=C(C1)C=1N=C3N(C(C1)=O)C=C(S3)[C@H]3CCNC1(CC1)C3)C=C(N2)C